O=C(CCCCO[C@H]1[C@@H]([C@@H](OC(C)=O)[C@@H](OC(C)=O)[C@H](O1)COC(C)=O)NC(C)=O)NCCCNC(CCOCCNC(CCCCCCCCCCC(=O)OCC1=CC=CC=C1)=O)=O Benzyl 5,11,18-trioxo-1-{[3,4,6-tri-O-acetyl-2-(acetylamino)-2-deoxy-β-D-galactopyranosyl]oxy}-14-oxa-6,10,17-triazanonacosan-29-oate